6-benzyl-3-(((7-bromo-1,4-dihydroquinazolin-2-yl)thio)methyl)-5,6-dihydroimidazo[2,1-b]Thiazole dihydrochloride Cl.Cl.C(C1=CC=CC=C1)C1N=C2SC=C(N2C1)CSC=1NC2=CC(=CC=C2CN1)Br